3-(2,2-Dimethylcyclopropyl)isoxazol-5-amine CC1(C(C1)C1=NOC(=C1)N)C